7-(4-chlorobutoxy)-1H-quinoline ClCCCCOC1=CC=C2C=CCNC2=C1